(7S)-3-{[2-(difluoromethoxy)-3-fluorophenyl]amino}-2-(3-fluoropyridin-4-yl)-7-(2-methoxyethyl)-1H,5H,6H,7H-pyrrolo[3,2-c]pyridin-4-one FC(OC1=C(C=CC=C1F)NC1=C(NC2=C1C(NC[C@@H]2CCOC)=O)C2=C(C=NC=C2)F)F